FC1(C[C@]2(CC1)C[C@@H](N(CC2)CC2=C1C=CNC1=C(C=C2OC)C)C2=CC=C(C(=O)O)C=C2)F 4-(5S,7r)-(2,2-difluoro-8-((5-methoxy-7-methyl-1H-indol-4-yl)methyl)-8-azaspiro[4.5]decan-7-yl)benzoic acid